N1=C(C=CC=C1)[C@H](C)O (S)-1-(pyridin-2-yl)ethan-1-ol